CC(CC1=CC=CC=C1)(CC(C)C)NC(=O)C=1C=C2C(=NC1OC)NC=C2 N-(2,4-dimethyl-1-phenylpentan-2-yl)-6-methoxy-1H-pyrrolo[2,3-b]pyridine-5-carboxamide